4-(6-(4-(2-(1-aminocyclobutyl)acetamido)thiophen-2-yl)pyrazin-2-yl)-2-methoxy-N-methyl-N-(1-methylpiperidin-4-yl)benzamide NC1(CCC1)CC(=O)NC=1C=C(SC1)C1=CN=CC(=N1)C1=CC(=C(C(=O)N(C2CCN(CC2)C)C)C=C1)OC